ClC=1C=CC(=C(C1)C1=CC(=C(N=N1)COCCO)NC1=CC(=NC=N1)NC(CCCN1CCOCC1)=O)F N-(6-((6-(5-chloro-2-fluorophenyl)-3-((2-hydroxyethoxy)methyl)pyridazin-4-yl)amino)pyrimidin-4-yl)-4-morpholinobutanamide